C(C1(CO1)C)(=O)O methacrylic acid oxide